C(C)(C)C=1C=C(CNC2=NC=C(C=N2)C(=O)N2CCC23CN(C3)C(=O)OC(C)(C)C)C=C(C1)OC(F)(F)F tert-butyl 1-(2-((3-isopropyl-5-(trifluoromethoxy) benzyl) amino) pyrimidine-5-carbonyl)-1,6-diazaspiro[3.3]heptane-6-carboxylate